tert-butyl (2S,3R)-3-amino-2-(3-chloro-2-fluorobenzyl)-4,4-difluoropyrrolidine-1-carboxylate N[C@@H]1[C@@H](N(CC1(F)F)C(=O)OC(C)(C)C)CC1=C(C(=CC=C1)Cl)F